ClC=1C=C(C=CC1C(=O)N1CCN(CC1)C(=O)C1CCN(CC1)C)NC(=O)C=1N(C(=CN1)C=1C(=NN(C1)C1=NNC=C1COC)C(F)(F)F)C N-[3-Chloro-4-[4-(1-Methylpiperidine-4-Carbonyl)Piperazine-1-Carbonyl]Phenyl]-5-[1-[4-(Methoxymethyl)-1h-Pyrazol-3-yl]-3-(Trifluoromethyl)Pyrazol-4-yl]-1-MethylImidazole-2-Carboxamide